phenoxydiethylene glycol monomethacrylate C(C(=C)C)(=O)O.O(C1=CC=CC=C1)C(COCCO)O